benzyl (7-amino-5-((2S,4S)-1-((R)-3-cyclohexyl-2-(2-methoxybenzamido)propanoyl)-4-(5-(2-hydroxypropan-2-yl)-1H-1,2,3-triazol-1-yl)pyrrolidine-2-carboxamido)-6,7-dioxoheptyl)carbamate NC(C(C(CCCCNC(OCC1=CC=CC=C1)=O)NC(=O)[C@H]1N(C[C@H](C1)N1N=NC=C1C(C)(C)O)C([C@@H](CC1CCCCC1)NC(C1=C(C=CC=C1)OC)=O)=O)=O)=O